(E)-3-(4-butoxyphenyl)-N-(2,4-dimethoxyphenyl)acrylamide C(CCC)OC1=CC=C(C=C1)/C=C/C(=O)NC1=C(C=C(C=C1)OC)OC